(7-(4-amino-2-nitrophenyl)-7-azaspiro[3.5]nonan-2-yl)carbamic acid tert-butyl ester C(C)(C)(C)OC(NC1CC2(C1)CCN(CC2)C2=C(C=C(C=C2)N)[N+](=O)[O-])=O